FC1=CC=C(CCNC2=NC3=CC=CC=C3C(=N2)NCCCO)C=C1 3-((2-((4-fluorophenethyl)amino)quinazolin-4-yl)amino)propan-1-ol